N-(3-((3-aminopropyl)(methyl)amino)propyl)-4-methoxybenzamide NCCCN(CCCNC(C1=CC=C(C=C1)OC)=O)C